FC1(CC(C(NC1)=O)CC=1C=CC=2N(N1)C=C(N2)C(NC(=O)C2=CC=NN2CC)C2CC(CCC2)(F)F)F N-((6-((5,5-difluoro-2-oxopiperidin-3-yl)methyl)imidazo[1,2-b]pyridazin-2-yl)(3,3-difluorocyclohexyl)methyl)-1-ethyl-1H-pyrazole-5-carboxamide